CN1CCN(CC1)C=1SC(=CN1)NC1=NC=C(C(=N1)NCCCN1C(COCCC1)=O)C(F)(F)F 4-(3-((2-((2-(4-methylpiperazin-1-yl)thiazol-5-yl)amino)-5-(trifluoromethyl)pyrimidin-4-yl)amino)propyl)-1,4-oxazepan-3-one